N1(C=NC=C1)C(=S)N1C=NC=C1 di(imidazole-1-yl)methanethione